C(C)(C)(C)OC(=O)N[C@H](C(=O)O)CCCNC=1NCCN1 (2S)-2-(tert-butoxycarbonylamino)-5-(4,5-dihydro-1H-imidazol-2-ylamino)pentanoic acid